O1CCC(CC1)N1CC2(CNC2)C1 6-(Oxacyclohexan-4-yl)-2,6-diazaspiro[3.3]Heptane